2-(5-fluoro-2-(4-(piperidin-1-yl)-3-(1-(2,2,2-trifluoroethyl)-1H-indazole-3-carboxamido)benzamido)phenyl)propanoic acid FC=1C=CC(=C(C1)C(C(=O)O)C)NC(C1=CC(=C(C=C1)N1CCCCC1)NC(=O)C1=NN(C2=CC=CC=C12)CC(F)(F)F)=O